OC1(CN(CC1)C(=O)OC(C)(C)C)C1=NC=C(C=C1)B1OC(C(O1)(C)C)(C)C tert-butyl 3-hydroxy-3-(5-(4,4,5,5-tetramethyl-1,3,2-dioxaborolan-2-yl)pyridin-2-yl)pyrrolidine-1-carboxylate